2-Methoxyethyl 5-(dimethylcarbamoyl)-2,6-dimethyl-4-(2-nitrophenyl)-1,4-dihydropyridine-3-carboxylate CN(C(=O)C=1C(C(=C(NC1C)C)C(=O)OCCOC)C1=C(C=CC=C1)[N+](=O)[O-])C